chromocenium triflate [O-]S(=O)(=O)C(F)(F)F.C1C=CC=C1.[CH-]1C=CC=C1.[Cr+2]